(((5-((9H-carbazol-9-yl)methyl)-4-phenyl-4H-1,2,4-triazol-3-yl)thio)methyl)thiazole C1=CC=CC=2C3=CC=CC=C3N(C12)CC=1N(C(=NN1)SCC=1SC=CN1)C1=CC=CC=C1